5-amino-3-methylpent-2-en-1-ol NCCC(=CCO)C